2-[2-(4-chlorophenyl)-1-(pyridin-4-yl)-1H-imidazol-5-yl]Acetyl-piperazine ClC1=CC=C(C=C1)C=1N(C(=CN1)CC(=O)N1CCNCC1)C1=CC=NC=C1